methyl N-((R)-4-acryloyl-5-methyl-1-oxa-4,9-diazaspiro[5.5]undecane-9-carbonyl)-N-methyl-L-valinate C(C=C)(=O)N1CCOC2([C@H]1C)CCN(CC2)C(=O)N([C@@H](C(C)C)C(=O)OC)C